1-(4-(chloromethyl)phenyl)-4-cyclopropylpiperazine ClCC1=CC=C(C=C1)N1CCN(CC1)C1CC1